N-(3-(1H-imidazol-1-yl)propyl)-5-(thiophen-3-yl)isoxazole-3-carboxamide N1(C=NC=C1)CCCNC(=O)C1=NOC(=C1)C1=CSC=C1